CN1C=NC(=C2N=CN=C12)C1(CC(=CC=C1)C1=CC(=CC=C1)C(=O)N)C(=O)N 3'-(3-methyl-3H-purin-6-yl)-[1,1'-biphenyl]-3,3'-dicarboxamide